N-heneicosyl-taurine C(CCCCCCCCCCCCCCCCCCCC)NCCS(=O)(=O)O